1-(4-(trifluoromethoxy)phenyl)ethylamine FC(OC1=CC=C(C=C1)C(C)N)(F)F